FC(C(=O)O)(F)F.C(C)NC1=C(C=C(C=C1)NC(=O)[C@@H]1NCCC1)C(N[C@H](C)C1=CC=CC2=CC=CC=C12)=O (R)-N-(4-(ethylamino)-3-(((R)-1-(naphthalen-1-yl)ethyl)carbamoyl)phenyl)pyrrolidine-2-carboxamide 2,2,2-trifluoroacetate